N-arachidyl-methacrylamide C(CCCCCCCCCCCCCCCCCCC)NC(C(=C)C)=O